(S)-N-(3-(3,4-dihydroisoquinolin-2(1H)-yl)-2-hydroxypropyl)-4,5,6,7-tetrahydrothieno[3,2-c]pyridine-2-carboxamide C1N(CCC2=CC=CC=C12)C[C@H](CNC(=O)C1=CC=2CNCCC2S1)O